2-amino-N-((3r,6s)-6-(hydroxymethyl)tetrahydro-2H-pyran-3-yl)-5-(4-(7-(oxetan-3-yl)-2,7-diazaspiro[3.5]nonan-2-yl)phenyl)nicotinamide NC1=C(C(=O)N[C@H]2CO[C@@H](CC2)CO)C=C(C=N1)C1=CC=C(C=C1)N1CC2(C1)CCN(CC2)C2COC2